CN(C)CC=1C=NC=CC1C(=O)O 3-[(dimethylamino)methyl]pyridine-4-carboxylic acid